ClC1=NC(=CC(=N1)C1(NC=NC2=CC(=C(C=C12)N)OC)N)N1CCOCC1 4-(2-chloro-6-morpholinopyrimidin-4-yl)-7-methoxyquinazoline-4,6-diamine